6-{4-Fluoro-2-[methyl(piperidin-4-yl)amino]-1,3-benzothiazol-6-yl}-2-methylimidazo[1,2-a]pyridin-8-carbonitril-Hydrochlorid Cl.FC1=CC(=CC2=C1N=C(S2)N(C2CCNCC2)C)C=2C=C(C=1N(C2)C=C(N1)C)C#N